C(C)(C)(C)OC(=O)N(C1=CC(=NN1C)C(=O)[O-])C(=O)OC(C)(C)C 5-(bis(t-butoxycarbonyl)amino)-1-methyl-1H-pyrazole-3-carboxylate